CC1([C@H]2C(C=C([C@@H]1C2)/C=C/C=2C=C(C(=C(C2)[C@](C(=O)[O-])(C(C)C)N)[C@](C(=O)[O-])(C(C)C)N)OC)=O)C (2S,2'S)-5-((E)-2-((1R,5S)-6,6-dimethyl-4-oxobicyclo[3.1.1]hept-2-en-2-yl) vinyl)-3-methoxy-1,2-phenylenebis(2-amino-3-methylbutanoate)